OCC1C(C1C)C(=O)N 2-(hydroxymethyl)-3-methylcyclopropane-1-carboxamide